C=C(C(C1=C(C(=C(C(=C1C)C)C)C)O)(C1=CC=CC=2NN=NC21)C2=CC=CC=1NN=NC12)CC methylenebis(benzotriazolyl)tetramethylbutylphenol